CN1C(OCC2=C1C=CC(=C2)C=2C1=C(C=NC2)[C@@H](CCO1)NC(CC)=O)=O (R)-N-(8-(1-methyl-2-oxo-1,4-dihydro-2H-benzo[d][1,3]oxazin-6-yl)-3,4-dihydro-2H-pyrano[3,2-c]pyridine-4-yl)propanamide